1,3,6,8-tetra(4-(methoxycarbonyl)phenyl)pyrene COC(=O)C1=CC=C(C=C1)C1=CC(=C2C=CC3=C(C=C(C4=CC=C1C2=C34)C3=CC=C(C=C3)C(=O)OC)C3=CC=C(C=C3)C(=O)OC)C3=CC=C(C=C3)C(=O)OC